ClC1=NC(=C(C=2N=CNC(C21)=O)Cl)Cl 5,7,8-trichloropyrido[4,3-d]pyrimidin-4(3H)-one